NC1C(CN(CC1C)C(=O)OCC1=CC=CC=C1)F benzyl 4-amino-3-fluoro-5-methyl-piperidine-1-carboxylate